CC(=CCCC(=C)C1C(C1)C(C)=O)CCC=C(C)C 1-(2-(6,10-dimethylundeca-1,5,9-trien-2-yl)cyclopropyl)ethan-1-one